C1(=CC=CC=C1)C=1C=C(SC1)B(O)O (4-phenyl-2-thienyl)boronic acid